1-(1-bromoethyl)-4-isobutylbenzene BrC(C)C1=CC=C(C=C1)CC(C)C